(S)-3-((3-ethoxybenzyl)amino)-4-oxo-4,6,7,8-tetrahydropyrrolo[1,2-a]pyrimidine-6-carboxylic acid C(C)OC=1C=C(CNC2=CN=C3N(C2=O)[C@@H](CC3)C(=O)O)C=CC1